COC1=NC=NN2C1=C(C=C2)C=2C=C1C(=NC2)N=C(N1CC1=CC(=NO1)C)C 6-(4-methoxypyrrolo[2,1-f][1,2,4]triazin-5-yl)-2-methyl-1-((3-methyl-1,2-oxazol-5-yl)methyl)-1H-imidazo[4,5-b]pyridine